CN(C(=O)C1CC=2C(=NC=CC2)N1C(=O)OC(C)(C)C)C=1C=C(C=CC1)C tert-butyl 2-(methyl(m-tolyl)carbamoyl)-2,3-dihydro-1H-pyrrolo[2,3-b]pyridine-1-carboxylate